1-ethyl-4-hydroxy-2-oxo-1,2-dihydroquinoline-3-carbonitrile C(C)N1C(C(=C(C2=CC=CC=C12)O)C#N)=O